4-(1-(4-methoxyphenyl)cyclopropyl)morpholine COC1=CC=C(C=C1)C1(CC1)N1CCOCC1